(2,3-dibromopropyl)-phosphate BrC(COP(=O)([O-])[O-])CBr